COC(C1=C(C=CC=C1)NC1=C(C=C(C=C1)C1CC1)C)=O ((4-cyclopropyl-2-methylphenyl)amino)benzoic acid methyl ester